4-ISOPROPOXYPHENYLBORONIC ACID HYDRATE O.C(C)(C)OC1=CC=C(C=C1)B(O)O